(Z)-8-ethoxy-6,7-dimethyl-8-oxooct-6-enoic acid C(C)OC(\C(=C(/CCCCC(=O)O)\C)\C)=O